FC=1C(=C(C=CC1F)[C@@H]1[C@@H](O[C@]([C@@H]1C)(C(F)(F)F)C)C(=O)NC=1C=C(C=NC1)C(=O)N)OC 5-[[(2R,3R,4R,5R)-3-(3,4-Difluoro-2-methoxy-phenyl)-4,5-dimethyl-5-(trifluoromethyl)tetrahydrofuran-2-carbonyl]amino]pyridin-3-carboxamid